4-(4-bromophenyl)-2,6-DIPHENYLPYRIMIDINE BrC1=CC=C(C=C1)C1=NC(=NC(=C1)C1=CC=CC=C1)C1=CC=CC=C1